C(C1=CC=CC=C1)N1N=C(C=C1)C(=O)N[C@H]1CCC2=C(N(C1=O)C)C=C(C=C2)C#CC(C)(C)C (S)-1-Benzyl-N-(8-(3,3-dimethylbut-1-yn-1-yl)-1-methyl-2-oxo-2,3,4,5-tetrahydro-1H-benzo[b]azepin-3-yl)-1H-pyrazole-3-carboxamid